methyl rac-2-[2-[2-bromo-4-fluoro-5-[3-methyl-2,6-dioxo-4-(trifluoromethyl)pyrimidin-1-yl]phenoxy]phenoxy]-2-methylsulfanyl-acetate BrC1=C(OC2=C(O[C@@H](C(=O)OC)SC)C=CC=C2)C=C(C(=C1)F)N1C(N(C(=CC1=O)C(F)(F)F)C)=O |r|